NC1=NC=NN2C1=C(C=C2C2CCN(CC2)C(C(C)C)=O)C2=CC=C(C=C2)C2=C(C(N(C(=C2C(F)F)C)C2=NC=CC=C2)=O)C(=O)N (4-(4-amino-7-(1-isobutyrylpiperidin-4-yl)pyrrolo[2,1-f][1,2,4]triazin-5-yl)phenyl)-5-(difluoromethyl)-6-methyl-2-oxo-2H-[1,2'-bipyridin]-3-carboxamide